2H-1,4-benzoxazolinone O1C(CC2=C1C=CC=N2)=O